1-isopropyl-6-(2-methylprop-1-en-1-yl)-N-(1-(3,4,5-trimethoxyphenyl)-1H-imidazol-4-yl)-1H-pyrazolo[3,4-d]pyrimidin-4-amine C(C)(C)N1N=CC=2C1=NC(=NC2NC=2N=CN(C2)C2=CC(=C(C(=C2)OC)OC)OC)C=C(C)C